(3S)-3-(2-(5-(2-(azetidin-1-yl)ethyl)-2-oxo-4-(trifluoromethyl)pyridin-1(2H)-yl)-4-methylpentanamido)-3-(5'-cyano-4,4'-difluoro-2',5-dimethyl-[1,1'-biphenyl]-3-yl)propanoic acid N1(CCC1)CCC=1C(=CC(N(C1)C(C(=O)N[C@@H](CC(=O)O)C=1C=C(C=C(C1F)C)C1=C(C=C(C(=C1)C#N)F)C)CC(C)C)=O)C(F)(F)F